1-(4-((5-(3,5-dimethylisoxazol-4-yl)-2-methylphenyl)((1-(3-((2,6-dioxopiperidin-3-yl)amino)benzyl)piperidin-4-yl)methyl)amino)phenyl)cyclopropane-1-carbonitrile CC1=NOC(=C1C=1C=CC(=C(C1)N(C1=CC=C(C=C1)C1(CC1)C#N)CC1CCN(CC1)CC1=CC(=CC=C1)NC1C(NC(CC1)=O)=O)C)C